BrC=1C(=C2C(=NC1)N(C=C2)COCC[Si](C)(C)C)Cl 5-bromo-4-chloro-1-((2-(trimethylsilyl)ethoxy)methyl)-1H-pyrrolo[2,3-b]pyridine